ClC=1C=C(N)C=C(C1OC=1C=CC2=C(N(C=N2)C2(CC2)C(F)F)C1)Cl 3,5-dichloro-4-((1-(1-(difluoromethyl)cyclopropyl)-1H-benzo[d]imidazol-6-yl)oxy)aniline